C(C1=CC=CC=C1)OC(=O)N1C[C@]2(C[C@H]2C=CC1)NC(=O)OCC1=CC=CC=C1 (1r,7s)-1-(((benzyloxy)carbonyl)amino)-3-azabicyclo[5.1.0]oct-5-ene-3-carboxylic acid benzyl ester